OCCN1CCN(CC1)CCC(=O)OC(C(=O)OCCCCCCCCCCCCC)C(=O)OCCCCCCCCCCCCC ditridecyl 2-((3-(4-(2-hydroxyethyl)piperazin-1-yl)propanoyl)-oxy)malonate